N-methyl-5-[[(3S)-1-[2-oxo-2-[(2S)-2-cyanopyrrolidin-1-yl]ethyl]pyrrolidin-3-yl]amino]quinoline-8-carboxamide CNC(=O)C=1C=CC(=C2C=CC=NC12)N[C@@H]1CN(CC1)CC(N1[C@@H](CCC1)C#N)=O